Oxa-5-azabicyclo[2.2.1]heptane HCl Cl.C12OCC(NC1)C2